2',4',6'-tri-i-propyl-1,1'-biphenyl C(C)(C)C1=C(C(=CC(=C1)C(C)C)C(C)C)C1=CC=CC=C1